CC=1NC2=C(C=CC(=C2C1C)N1C[C@@H](CCC1)NC#CC)C(=O)N (R)-2,3-dimethyl-4-(3-propynylaminopiperidin-1-yl)-1H-indole-7-carboxamide